BrC1=CC2=C(C=C1)C1=CC=CC=C1C21C2=CC(=CC=C2C=2C=CC(=CC12)C(C)(C)C)C(C)(C)C 2'-bromo-2,7-di-tert-butyl-9,9'-spirobifluorene